5-(((tert-butyldimethylsilyl)oxy)methyl)tetrahydrofuran-2-ol [Si](C)(C)(C(C)(C)C)OCC1CCC(O1)O